COC1=C(C(=NC=N1)O[C@@H]1C[C@@H](N(C1)CC1=CN=C(S1)NC(C)=O)C)C N-(5-(((2S,4R)-4-((6-methoxy-5-methylpyrimidin-4-yl)oxy)-2-methylpyrrolidin-1-yl)methyl)thiazol-2-yl)acetamide